5-acryloyl-N-(4-(4-morpholino-7H-pyrrolo[2,3-d]pyrimidin-6-yl)phenyl)octahydro-2H-pyrrolo[3,4-c]pyridine-2-carboxamide C(C=C)(=O)N1CC2C(CC1)CN(C2)C(=O)NC2=CC=C(C=C2)C2=CC1=C(N=CN=C1N1CCOCC1)N2